CN1C(NC2=CC(=CC=C2C1=O)CN1CCN(CC1)C=1C=CC(=NC1C)C(=O)NC)=O 5-(4-((3-methyl-2,4-dioxo-1,2,3,4-tetrahydroquinazolin-7-yl)methyl)piperazin-1-yl)-N,6-dimethylpyridinecarboxamide